nickel-iron-cobalt oxide [Co]=O.[Fe].[Ni]